OCCC1CCN(CC1)C1=C2C=CN(C2=CC=C1)C1C(NC(CC1)=O)=O 3-[4-[4-(2-hydroxyethyl)-1-piperidinyl]indol-1-yl]piperidine-2,6-dione